FC1=CC(=C(C=C1F)NC1=NC(=NC=N1)NC=1C(=CC(=C(C1)NC(C=C)=O)N1CC(C1)CN(C)C)OC)C(C)(C)O N-(5-(4-(4,5-difluoro-2-(2-hydroxypropan-2-yl)phenylamino)-1,3,5-triazin-2-ylamino)-2-(3-((dimethylamino)methyl)azetidin-1-yl)-4-methoxyphenyl)acrylamide